O1CCC(CC1)C(=O)N1[C@H](COC2=C(C1)C=CC(=C2)C(=O)OC)C2=C(C=CC=C2)C Methyl (S)-4-(tetrahydro-2H-pyran-4-carbonyl)-3-(o-tolyl)-2,3,4,5-tetrahydrobenzo[f][1,4]oxazepine-8-carboxylate